trifluoroethoxy phosphite P(OOCC(F)(F)F)([O-])[O-]